3-((3-((R)-2-Hydroxy-3,3-dimethyl-4-((3-morpholinopropanoyl)oxy)butanamido) propanoyl)oxy)propane-1,2-diyl bis(2-hexyldecanoate) C(CCCCC)C(C(=O)OCC(COC(CCNC([C@@H](C(COC(CCN1CCOCC1)=O)(C)C)O)=O)=O)OC(C(CCCCCCCC)CCCCCC)=O)CCCCCCCC